5-[3-({(1S)-1-[(1S,3R)-3-aminocyclobutyl]ethyl}amino)-4,5-dichlorophenyl]-1,3,4-oxadiazol-2(3H)-one NC1CC(C1)[C@H](C)NC=1C=C(C=C(C1Cl)Cl)C1=NNC(O1)=O